O1ONNCCCCCCCC1 dioxadiazacyclododecane